benzyltrimethylammonium chloride salt [Cl-].C(C1=CC=CC=C1)[N+](C)(C)C